CS(=O)(=O)C=1C=C(C(=O)N2C(CC=C2)C(=O)N)C=CC1 1-(3-(methylsulfonyl)benzoyl)-2,3-dihydro-1H-pyrrole-2-carboxamide